N-((4'-fluoro-3-(1-isopropyl-1H-pyrazol-3-yl)-[1,1'-biphenyl]-4-yl)methyl)acrylamide FC1=CC=C(C=C1)C1=CC(=C(C=C1)CNC(C=C)=O)C1=NN(C=C1)C(C)C